C(C=C)C1=CC(=C(C=C1)O)C 4-allyl-2-methylphenol